ClC=1C(=NC(=CC1N)N1C[C@H]([C@H](C1)OC)F)F |r| racemic-3-chloro-2-fluoro-6-((3R,4S)-3-fluoro-4-methoxypyrrolidin-1-yl)pyridin-4-amine